ethylene naphthalenedicarboxylate C=12C(=CC=C3C=CC=CC13)C(=O)OCCOC2=O